ClC=1C=C(C=C(C1)Cl)S(=O)(=O)NC1=CC=C(C=C1)S(=O)(=O)NC1=C(C(=O)O)C=CC=C1 2-(4-(3,5-dichlorophenylsulfonylamino)benzenesulfonylamino)benzoic acid